O=C1N(C(C2=CC=CC=C12)=O)[C@]1(C[C@@H](CC1)NC(OC(C)(C)C)=O)[2H] tert-butyl ((1R,3R)-3-(1,3-dioxoisoindolin-2-yl)cyclopentyl-3-d)carbamate